iron-molybdenum sulfide [Mo]=S.[Fe]